6-formylpicolinonitrile C(=O)C1=CC=CC(=N1)C#N